CC=1C=CC=2N(C3=CC=C(C=C3C2C1)C)C1=C(C(=C(C(=C1N1C2=CC=C(C=C2C=2C=C(C=CC12)C)C)N1C2=CC=C(C=C2C=2C=C(C=CC12)C)C)N1C2=CC=C(C=C2C=2C=C(C=CC12)C)C)C1=CC(=NC(=C1)C1=CC=CC=C1)C1=CC=CC=C1)C=1SC2=C(N1)C=CC=C2 2-(2,3,4,5-tetrakis(3,6-dimethyl-9H-carbazol-9-yl)-6-(2,6-diphenylpyridin-4-yl)phenyl)benzo[d]thiazole